N-hexyl-fumaramide C(CCCCC)NC(\C=C\C(=O)N)=O